6-((5-bromo-3-methyl-1H-pyrazol-1-yl)methyl)-2,2-dimethyl-2,3-dihydropyrazolo[5,1-b]oxazole BrC1=CC(=NN1CC1=NN2C(OC(C2)(C)C)=C1)C